8-(2,2,2-trifluoroethoxycarbonyl)tetracyclo[4.4.0.12,5.17,10]Dodeca-3-ene FC(COC(=O)C1C2C3C4C=CC(C3C(C1)C2)C4)(F)F